tetrabromobisphenol A bromine [Br].BrC1=C(C(=C(C(=C1O)Br)Br)C(C)(C)C1=CC=C(C=C1)O)Br